ClC=1C2=C(C(N(C1)C1=CC(=CC=C1)C1(CC(C1)COC)C1=NN=CN1C)=O)NC(=C2)CN2C[C@H](CCC2)C 4-Chloro-6-(3-((1R,3S)-3-(methoxymethyl)-1-(4-methyl-4H-1,2,4-triazol-3-yl)cyclobutyl)phenyl)-2-(((S)-3-methylpiperidin-1-yl)methyl)-1,6-dihydro-7H-pyrrolo[2,3-c]pyridin-7-one